BrC1=CC=C2C(=NC(=NC2=C1)NN)N1CCCC2=CC=CC=C12 7-bromo-4-(3,4-dihydroquinolin-1(2H)-yl)-2-hydrazinoquinazoline